4-(4-methylpiperazin-1-yl)butan-1-ol CN1CCN(CC1)CCCCO